cholesteryl erucate CCCCCCCC/C=C\CCCCCCCCCCCC(=O)O[C@H]1CC[C@@]2([C@H]3CC[C@]4([C@H]([C@@H]3CC=C2C1)CC[C@@H]4[C@H](C)CCCC(C)C)C)C